1-[4-(4-{3-[(2R)-2-methyl-pyrrolidin-1-yl]-propoxy}-phenoxy)-piperidin-1-yl]-ethanone monocitrate salt C(CC(O)(C(=O)O)CC(=O)O)(=O)O.C[C@H]1N(CCC1)CCCOC1=CC=C(OC2CCN(CC2)C(C)=O)C=C1